tert-butyl (3-(1-(4-bromopyridin-2-yl)ethoxy)propyl)carbamate BrC1=CC(=NC=C1)C(C)OCCCNC(OC(C)(C)C)=O